C(#N)C=1C=NN2C1C(=CC(=C2)C=2C=NN(C2C)[C@H]2C[C@H](N(C2)C#N)C)OC (2R,4S)-4-(4-[3-Cyano-4-methoxypyrazolo[1,5-a]pyridin-6-yl]-5-methylpyrazol-1-yl)-2-methylpyrrolidine-1-carbonitrile